6-butoxy-N-{(1R)-1-[3-(difluoromethyl)-2-fluorophenyl]ethyl}-2-methylpyrido[3,4-d]pyrimidin-4-amine C(CCC)OC1=CC2=C(N=C(N=C2N[C@H](C)C2=C(C(=CC=C2)C(F)F)F)C)C=N1